C1(CC1)NC(=O)N1CCP(CC1)(=O)C1=CC2=C(N=C(N=C2N[C@H](C)C2=C(C(=CC=C2)C(F)(F)F)C)C)C=N1 N-cyclopropyl-4-[2-methyl-4-({(1R)-1-[2-methyl-3-(trifluoromethyl)phenyl]ethyl}amino)pyrido[3,4-d]pyrimidin-6-yl]-4-oxo-1,4lambda5-azaphosphinane-1-carboxamide